BrC=1C=CC2=CN(N=C2C1)C12CCC(CC1)(CC2)CC2=C(C(=O)N)C=C(C(=C2F)OCC2=CC=C(C=C2)OC)F {[4-(6-Bromo-2H-indazol-2-yl)bicyclo[2.2.2]octan-1-yl]methyl}-3,5-difluoro-4-[(4-methoxyphenyl)methoxy]benzamide